1-heptanesulfonate C(CCCCCC)S(=O)(=O)[O-]